O=C1N[C@H]2[C@@H](N1)CS[C@H]2CCCCC(=O)NCCCC(=O)O 4-(5-((3aS,4S,6aR)-2-oxohexahydro-1H-thieno[3,4-d]imidazol-4-yl)pentanamido)butanoic acid